Cl.N1(N=CC2=CC=CC=C12)C=1C(=NC=CC1)[C@H](CC1=CC=C(C(=N1)C#N)F)N (S)-6-{2-[3-(1H-indazol-1-yl)pyridine-2-yl]-2-aminoethyl}-3-fluoropyridine-2-carbonitrile hydrochloride